tertiary butyl-phenyl-α-(p-toluenesulfonyloxy)-acetate C(C)(C)(C)OC(C(OS(=O)(=O)C1=CC=C(C)C=C1)C1=CC=CC=C1)=O